O=C1N(C(C=C1)=O)CCC(NCCOCCOCCOCCOCCC(=O)O)=O 1-(2,5-dioxo-2,5-dihydro-1H-pyrrol-1-yl)-3-oxo-7,10,13,16-tetraoxa-4-azanonadecan-19-oic acid